ClC1=NC=NC2=C(C=CC=C12)OC(F)F 4-chloro-8-(difluoromethoxy)quinazoline